5-(2-chloro-4-fluorophenoxy)octahydrocyclopenta[c]pyrrole 2,2,2-trifluoroacetate FC(C(=O)O)(F)F.ClC1=C(OC2CC3C(CNC3)C2)C=CC(=C1)F